BrC1=C(C=NC(=C1)CC)C(=O)C1=C(C=CC=C1)Cl (4-bromo-6-ethylpyridin-3-yl)(2-chlorophenyl)methanone